N[C@H]1[C@@H]2N(C[C@H]1CC2)C(=O)C2=CC1=C(N(C(=N1)C=1N(C3=CC(=CC=C3C1)C1=CC3=C(NC(CO3)=O)C=C1)CC1CC1)C)C(=C2)OC 7-(2-{5-[(1R,4R,7R)-7-amino-2-azabicyclo[2.2.1]heptane-2-carbonyl]-7-methoxy-1-methyl-1H-1,3-benzodiazol-2-yl}-1-(cyclopropylmethyl)-1H-indol-6-yl)-3,4-dihydro-2H-1,4-benzoxazin-3-one